1-(3,5-difluoro-2-pyridinyl)ethanone methyl-4-((2,4-bis(benzyloxy)-5-isopropyl-N-(4-(4-methylpiperazin-1-yl)phenyl)benzamido)methyl)benzoate COC(C1=CC=C(C=C1)CN(C(C1=C(C=C(C(=C1)C(C)C)OCC1=CC=CC=C1)OCC1=CC=CC=C1)=O)C1=CC=C(C=C1)N1CCN(CC1)C)=O.FC=1C(=NC=C(C1)F)C(C)=O